OC1(CCC(CC1)NS(=O)(=O)C=1C=C(C=NC1)C1=CC(=NC=C1)C=1NC=C(N1)C)C N-((1r,4r)-4-Hydroxy-4-methylcyclohexyl)-2'-(4-methyl-1H-imidazol-2-yl)-[3,4'-bipyridin]-5-sulfonamid